4-(4,9-dibromo-4,12b-dihydroperylene-3-yl)butyric acid methyl ester COC(CCCC=1C=CC2C=3C=CC=C4C(=CC=C(C=5C=CC(C1C52)Br)C43)Br)=O